BrC=1C=C(C(=NC1)C1(CC(C1)(C)O[Si](C)(C)C(C)(C)C)N[S@@](=O)C(C)(C)C)F (S)-N-((1S,3r)-1-(5-bromo-3-fluoropyridin-2-yl)-3-((tert-butyldimethylsilyl)oxy)-3-methylcyclobutyl)-2-methylpropan-2-sulfinamide